C(C)(C)(C)[Si](OCCCC=C)(C)C tert-butyl-dimethyl-pent-4-enoxysilane